CN(C)P1(C(CCC1C1=CC=C(C=C1)C)C1=CC=C(C=C1)C)=O (dimethylamino)-2,5-bis(4-methylphenyl)phospholane-1-oxide